(R)-3-(5-(difluoromethoxy)-2-fluorophenyl)-1-((S)-1,1-difluoropropan-2-yl)-N-(3-methyl-1,1-dioxidothietan-3-yl)-4,5,6,7-tetrahydro-1H-indazole-6-carboxamide FC(OC=1C=CC(=C(C1)C1=NN(C=2C[C@@H](CCC12)C(=O)NC1(CS(C1)(=O)=O)C)[C@H](C(F)F)C)F)F